C[Pt](C1(C=CC=C1)C)(C)C trimethyl(methyl-cyclopentadienyl)platinum